FC1=C(C=CC(=C1)F)C1=C(C=C2C(=NC(N3C2=C1SCC3)=O)N3CC1CC(CC(C3)N1C(\C=C\C(F)(F)F)=O)=O)C(F)(F)F (e)-10-(2,4-difluorophenyl)-7-(7-oxo-9-(4,4,4-trifluorobut-2-enoyl)-3,9-diazabicyclo[3.3.1]nonan-3-yl)-9-(trifluoromethyl)-2,3-dihydro-5H-[1,4]thiazino[2,3,4-ij]quinazolin-5-one